(E)-tert-Butyl 3-(4-ethoxy-4-oxobut-2-en-2-yl)azetidine-1-carboxylate C(C)OC(/C=C(\C)/C1CN(C1)C(=O)OC(C)(C)C)=O